1-trimethoxysilylethyldimethylsilyl-3-bis(trimethoxysilylpropylamino)methylsilylethyldimethylsilylbenzene CO[Si](C(C)C1=C(C(=C(C=C1)[SiH](C)C)[SiH](C)C)CC[SiH2]C(NCCC[Si](OC)(OC)OC)NCCC[Si](OC)(OC)OC)(OC)OC